COC(=O)C1=CC2=C(N=CS2)C(=C1)F 4-fluoro-1,3-benzothiazole-6-carboxylic acid methyl ester